(2S,3R,4S)-2-[(2,3'-difluoro[1,1'-biphenyl]-3-yl)methyl]-3-[(ethanesulfonyl)amino]-4-fluoropyrrolidine-1-carboxylic acid benzyl ester C(C1=CC=CC=C1)OC(=O)N1[C@H]([C@H]([C@H](C1)F)NS(=O)(=O)CC)CC=1C(=C(C=CC1)C1=CC(=CC=C1)F)F